2-(2,4-dioxotetrahydropyrimidin-1(2H)-yl)-5-((4-(5-ethylpyrimidin-2-yl)piperidin-1-yl)methyl)isoindoline-1,3-dione O=C1N(CCC(N1)=O)N1C(C2=CC=C(C=C2C1=O)CN1CCC(CC1)C1=NC=C(C=N1)CC)=O